[Sn].[Ni].[W] tungsten nickel tin